ClC1=CC=C(C=C1)C1=C(C=CC(=C1)Cl)C1=C(CCC(C1)(C)C)CN1CCN(CC1)C1=CC(=C(C(=O)N)C=C1)OC=1C=C2C(=NC1)NC=C2 4-(4-{[2-(4-chlorophenyl-4-chlorophenyl)-4,4-dimethylcyclohex-1-en-1-yl]methyl}piperazin-1-yl)-2-(1H-pyrrolo[2,3-b]pyridin-5-yloxy)benzamide